tert-butyl 4-[2-(5-hydroxy-2-pyridyl)ethynyl]piperidine-1-carboxylate OC=1C=CC(=NC1)C#CC1CCN(CC1)C(=O)OC(C)(C)C